BrC=1C=C(C=2CCN(CC2C1)C)NC1CC1 7-bromo-N-cyclopropyl-2-methyl-1,2,3,4-tetrahydroisoquinolin-5-amine